3-(5-(4-(benzyloxy)isoquinolin-1-yl)-1-oxoisoindolin-2-yl)piperidine-2,6-dione C(C1=CC=CC=C1)OC1=CN=C(C2=CC=CC=C12)C=1C=C2CN(C(C2=CC1)=O)C1C(NC(CC1)=O)=O